N(=[N+]=[N-])CC1CCN(CC1)CCNS(=O)(=O)C1=CC=C(C=C1)OC1=CC=CC=C1 N-(2-(4-(azidomethyl)piperidin-1-yl)ethyl)-4-phenoxybenzenesulfonamide